4-(dibenzo[b,d]furan-1-yl)-N-phenylaniline C1(=CC=CC=2OC3=C(C21)C=CC=C3)C3=CC=C(NC2=CC=CC=C2)C=C3